C1(CC1)C1=NN(C(=C1C(F)(F)F)C(=O)O)CC1C(CC1)(F)F 3-cyclopropyl-1-((2,2-difluorocyclobutyl)methyl)-4-(trifluoromethyl)-1H-pyrazole-5-carboxylic acid